5-fluoro-2-(6-fluoro-2-methyl-1H-benzimidazol-1-yl)-N-(4-methoxyphenyl)pyrimidine-4,6-diamine FC=1C(=NC(=NC1N)N1C(=NC2=C1C=C(C=C2)F)C)NC2=CC=C(C=C2)OC